6-(3-Fluoro-5-isobutoxyphenyl)-2-(4-methoxy-1-piperidyl)-N-(1H-pyrazol-5-ylsulfonyl)pyridin-3-carboxamid FC=1C=C(C=C(C1)OCC(C)C)C1=CC=C(C(=N1)N1CCC(CC1)OC)C(=O)NS(=O)(=O)C1=CC=NN1